ClC1=NC=C(C(=N1)NC1=CC=C(C(=C1P(C)(C)=O)C)C)Cl (6-((2,5-Dichloropyrimidin-4-yl)amino)-2,3-dimethylphenyl)dimethylphosphine oxide